7-(1,1-dimethylethyl)-2-pentafluoroethyl-2H-1-benzopyran-3-carboxylic acid CC(C)(C)C1=CC2=C(C=C(C(O2)C(C(F)(F)F)(F)F)C(=O)O)C=C1